E-methyl 3-(3-bromo-4-fluorophenyl)acrylate BrC=1C=C(C=CC1F)/C=C/C(=O)OC